FC1=CC=2COCC3=C(CN(C2N=C1NN)C(=O)[O-])C=CC=C3 fluoro-2-hydrazineyl-7,12-dihydrobenzo[g]pyrido[3,2-c][1,5]oxazonine-13(5H)-carboxylate